4-(2-bromophenyl)-1,2,3-thiadiazole BrC1=C(C=CC=C1)C=1N=NSC1